3-iodobenzaldehyde sodium metabisulfite S(=O)(=O)([O-])S(=O)[O-].[Na+].IC=1C=C(C=O)C=CC1.[Na+]